C(C=C)(=O)OC(CCCCCCC)(C(=O)[O-])C(=O)[O-] acryloyloxy-1,1-octanedicarboxylate